COC1=C(C(=O)P(CC(CC(C)(C)C)C)(C(C2=C(C=CC=C2OC)OC)=O)=O)C(=CC=C1)OC bis(2,6-dimethoxybenzoyl)2,4,4-trimethyl-pentyl-phosphine oxide